1-(2-chloro-3-((((3aR,5s,6aS)-octahydrocyclopenta[c]pyrrol-5-yl)oxy)methyl)phenoxy)-2-methylpropan-2-ol ClC1=C(OCC(C)(O)C)C=CC=C1COC1C[C@@H]2[C@@H](CNC2)C1